tert-butyl 5-amino-4-(7-(((1r,4r)-4-((tert-butyldimethylsilyl)oxy) cyclohexyl)oxy)-6-(hydroxymethyl)-1-oxoisoindolin-2-yl)-5-oxopentanoate NC(C(CCC(=O)OC(C)(C)C)N1C(C2=C(C(=CC=C2C1)CO)OC1CCC(CC1)O[Si](C)(C)C(C)(C)C)=O)=O